CN(CCC[C@H](N)C(=O)O)C(NC)=N N',N''-dimethyl-L-arginine